CC1=CC=C(C=C1)C1=CC=C(C=C1)C1=CC=C(N1)C(=O)N (2S,5R)-5-[4-(4-methylphenyl)phenyl]-1H-pyrrole-2-carboxamide